(2S,4S)-4-(((TERT-BUTYLDIPHENYLSILYL)OXY)METHYL)HEX-5-ENE-2-SULFONAMIDE [Si](C1=CC=CC=C1)(C1=CC=CC=C1)(C(C)(C)C)OC[C@@H](C[C@H](C)S(=O)(=O)N)C=C